FC(C1=NN=C(O1)C1=NC=C2N1C=C(C=C2N2CCN(CC2)C(=O)N(C)C)S(NC2(CC2)CF)(=O)=O)F 4-(3-(5-(difluoromethyl)-1,3,4-oxadiazol-2-yl)-6-(N-(1-(fluoromethyl)cyclopropyl)sulfamoyl)imidazo[1,5-a]pyridin-8-yl)-N,N-dimethylpiperazine-1-carboxamide